C(C)OC(=O)C=1C(N(C(N(C1)C1=CC=C(C=C1)F)=O)C1=CC=C(C=C1)F)=O 1,3-bis(4-fluorophenyl)-2,4-dioxo-1,2,3,4-tetrahydropyrimidine-5-carboxylic acid ethyl ester